(2,6-dichlorophenyl)-4-methoxy-2-((3-methyl-4-((1-methylpiperidin-4-yl)oxy)phenyl)amino)pyrimidine-5-carboxamide formic acid salt C(=O)O.ClC1=C(C(=CC=C1)Cl)C1=C(C(=NC(=N1)NC1=CC(=C(C=C1)OC1CCN(CC1)C)C)OC)C(=O)N